COC([C@H](C)OC1=C(C=C(C=C1)Br)C(F)(F)C1CCC1)=O.C(CCCCCCCCCCC)OS(=O)(=O)O.N(CCO)(CCO)CCO triethanolamine lauryl-sulfate methyl-(S)-2-(4-bromo-2-(cyclobutyldifluoromethyl)phenoxy)propanoate